[Rh].C1=CCCC=CCC1.C1=CCCC=CCC1 bis(1,5-cyclooctadiene) rhodium